ClC=1C=C2C=NC(=NC2=CC1N1CCC2(CC(OC2)CO)CC1)NC=1C=NN(C1)C12CC(C1)(C2)COC {8-[6-chloro-2-({1-[3-(methoxymethyl)bicyclo[1.1.1]pentan-1-yl]-1H-pyrazol-4-yl}amino)quinazolin-7-yl]-2-oxa-8-azaspiro[4.5]decan-3-yl}methanol